C(C)[N+](CCC)(CCCCCCCCCCCCCCCC)[O-] N-ethyl-N-propylhexadecylamine N-oxide